1,2-dimethyl-6-[1-(2,2,3,3,3-pentafluoropropyl)-1H-pyrazol-4-yl]-7-(trifluoromethyl)-1H,5H-imidazo[1,2-a]pyrimidin-5-one CN1C(=CN2C1=NC(=C(C2=O)C=2C=NN(C2)CC(C(F)(F)F)(F)F)C(F)(F)F)C